FC1=CC(=C(C(=C1)C)C1=CC=NC2=CC(=CC=C12)O[C@@H](C(=O)N1CCC2(COC2)CC1)C)C (2R)-2-[[4-(4-fluoro-2,6-dimethyl-phenyl)-7-quinolyl]oxy]-1-(2-oxa-7-azaspiro[3.5]nonan-7-yl)propan-1-one